O[C@H]1[C@H](O)[C@H](O)[C@H](O)[C@@H](O1)C 6-deoxy-α-l-talose